C(C)(C)(C)OC(=O)N1[C@H](C(N(CC1)[C@H](C(=O)OC)[C@H](CC)C)=O)C (2S)-4-[(2S,3S)-1-methoxy-3-methyl-1-oxopentan-2-yl]-2-methyl-3-oxopiperazine-1-carboxylic acid tert-butyl ester